COC1=CC(C=C(C1)OC)CO (3,5-dimethoxycyclohexa-2,5-dien-1-yl)methanol